FC1(CCC=2C(=NC(=C(C21)C#N)N2[C@H](CC2)C)C=2C=NN(C2)C2CN(C2)C)F (S)-5,5-difluoro-3-(2-methylazetidin-1-yl)-1-(1-(1-methylazetidin-3-yl)-1H-pyrazol-4-yl)-6,7-dihydro-5H-cyclopenta[c]pyridine-4-carbonitrile